CC1=C(C=NN1C1OCCCC1)C(N)=N 5-methyl-1-(tetrahydro-2H-pyran-2-yl)-1H-pyrazole-4-carboximidamide